2-[3-(3,5-di-t-butyl-4-hydroxyphenyl)propionyloxy]ethyl isocyanate C(C)(C)(C)C=1C=C(C=C(C1O)C(C)(C)C)CCC(=O)OCCN=C=O